1-(3-methylbenzoyl)-1H-indole-3-carbonitril CC=1C=C(C(=O)N2C=C(C3=CC=CC=C23)C#N)C=CC1